methyl 3-(2-(2-fluoro-5-(trifluoromethoxy) phenyl)-1,2,3,4-tetrahydroisoquinolin-6-yl)-2-methylpropanoate FC1=C(C=C(C=C1)OC(F)(F)F)N1CC2=CC=C(C=C2CC1)CC(C(=O)OC)C